COP(OC)(=O)CC1=C(C=CC(=C1)CO)Br.BrC1=CC=C(O[C@@H]2COCC2)C=C1 (S)-3-(4-bromophenoxy)tetrahydrofuran dimethyl-(2-bromo-5-(hydroxymethyl)benzyl)phosphonate